urethane (SR)-acrylate C(C=C)(=O)O.NC(=O)OCC